C1(CC1)C1=CC=C(C=C1)C=1N=C2N(C=CC=N2)C1CN1CC2CCC(C1)N2C(=O)[O-] 3-{[2-(4-cyclopropylphenyl) imidazo[1,2-a]pyrimidin-3-yl] methyl}-3,8-diazabicyclo[3.2.1]octane-8-carboxylate